2-amino-4-bromo-6-fluorobenzamide NC1=C(C(=O)N)C(=CC(=C1)Br)F